(R)-N-(3,3-difluoro-1-methylpiperidin-4-yl)-5-(1-(2-fluoroethyl)-1H-benzo[d][1,2,3]triazol-6-yl)-4-methoxypyrrolo[2,1-f][1,2,4]triazin-7-d-2-amine FC1(CN(CC[C@H]1NC1=NN2C(C(=N1)OC)=C(C=C2[2H])C=2C=CC1=C(N(N=N1)CCF)C2)C)F